2-(trimethylsilyl)ethyl (4-hydroxybutyl)carbamate OCCCCNC(OCC[Si](C)(C)C)=O